ClC1=CC(=CC(=C1)C1CCCCC1)C1CCCCC1 1-chloro-3,5-dicyclohexylbenzene